1-(adamantan-1-yl)-1-methylethyl methacrylate C(C(=C)C)(=O)OC(C)(C)C12CC3CC(CC(C1)C3)C2